C1(CCC1)=CC(C)(S(=O)N)C Cyclobutylidene-2-methylpropane-2-sulfinamide